1-(6-Bromo-2-(1H-tetrazol-5-yl)pyridin-3-yl)pentan-1-ol tert-butylamine salt C(C)(C)(C)N.BrC1=CC=C(C(=N1)C1=NN=NN1)C(CCCC)O